propoxypropylamine C(CC)OCCCN